NC1=NC=CC2=C1N(C(N2[C@H]2CN(CCC2)C(=O)C(C#N)=CC2[C@@H]1COC[C@H]21)=O)C2=CC=C(C=C2)OC2=CC=CC=C2 2-((R)-3-(4-amino-2-oxo-3-(4-phenoxyphenyl)-2,3-dihydro-1H-imidazo[4,5-c]pyridin-1-yl)piperidine-1-carbonyl)-3-((1R,5s)-3-oxabicyclo[3.1.0]hexane-6-yl)acrylonitrile